C1(CCC1)C=1C=NN(C1)C12CC(C1)(C2)C(=O)O 3-(4-cyclobutyl-1H-pyrazol-1-yl)bicyclo[1.1.1]pentane-1-carboxylic acid